(1S,2S,3R,4R)-3-{[5-chloro-2-({1-[(3R)-3-piperidinyl]-1H-pyrazol-4-yl}amino)-4-pyrimidinyl]amino}bicyclo[2.2.1]hept-5-ene-2-carboxamide ClC=1C(=NC(=NC1)NC=1C=NN(C1)[C@H]1CNCCC1)N[C@H]1[C@H]([C@@H]2C=C[C@H]1C2)C(=O)N